N-(3-Cyano-6-(2,6-dichlorobenzyl)-4,5,6,7-tetrahydrothieno[2,3-c]pyridin-2-yl)-2-(4-sulfamoylphenyl)acetamid C(#N)C1=C(SC=2CN(CCC21)CC2=C(C=CC=C2Cl)Cl)NC(CC2=CC=C(C=C2)S(N)(=O)=O)=O